4-[2-(cyclopropylmethoxy)-5-ethylsulfonylphenyl]-6-methyl-7-oxothieno[2,3-c]pyridine-2-carboxamide C1(CC1)COC1=C(C=C(C=C1)S(=O)(=O)CC)C=1C2=C(C(N(C1)C)=O)SC(=C2)C(=O)N